BrC1=C2C=NN(C2=CC(=C1CCCCC(=O)O)Cl)C1OCCCC1 5-(4-bromo-6-chloro-1-(tetrahydro-2H-pyran-2-yl)-1H-indazol-5-yl)pentanoic acid